ethyl 3-amino-2-oxopyrrolidine-3-carboxylate NC1(C(NCC1)=O)C(=O)OCC